rac-(3S)-1-[6-[[6-(Trifluoromethyl)-3-pyridyl]methyl]-2-azaspiro[3.4]octane-2-carbonyl]pyrrolidine-3-carboxamide FC(C1=CC=C(C=N1)CC1CC2(CN(C2)C(=O)N2C[C@H](CC2)C(=O)N)CC1)(F)F |r|